(+/-)-5-[4-(2,6-difluoro-4-{[5-(hydroxymethyl)-4-methyl-5,6-dihydro-4H-1,3-oxazin-2-yl]amino}phenoxy)-1H-pyrrolo[2,3-b]pyridin-3-yl]-2-methoxybenzonitrile FC1=C(OC2=C3C(=NC=C2)NC=C3C=3C=CC(=C(C#N)C3)OC)C(=CC(=C1)NC=1OCC(C(N1)C)CO)F